3-[(2R)-2-(3-bromophenyl)propyl]-4-methyl-1,2,4-triazole BrC=1C=C(C=CC1)[C@@H](CC1=NN=CN1C)C